ClCC1=CC=C(C=C1)C1=CC=C(C=C1)CCl 4,4'-bis(chloromethyl)-1,1-biphenyl